3-(4-methoxyphenyl)-2-methylpropionaldehyde COC1=CC=C(C=C1)CC(C=O)C